2-((5,5-dimethyl-1,3-dioxan-2-yl)methyl)-4-nitro-2H-1,2,3-triazole CC1(COC(OC1)CN1N=CC(=N1)[N+](=O)[O-])C